2-chloro-4-[[5-[2,3-difluoro-4-[1-(2-methoxyethyl)-3-methyl-pyrazol-4-yl]phenyl]-1-methyl-imidazole-2-carbonyl]-amino]benzoic acid ClC1=C(C(=O)O)C=CC(=C1)NC(=O)C=1N(C(=CN1)C1=C(C(=C(C=C1)C=1C(=NN(C1)CCOC)C)F)F)C